ethyl (S)-3-(3-(4-hydroxy-1,5-dimethyl-2-oxo-1,2-dihydropyridin-3-yl)ureido)-3-(3-(4-methylbenzyl) phenyl)propanoate OC1=C(C(N(C=C1C)C)=O)NC(N[C@@H](CC(=O)OCC)C1=CC(=CC=C1)CC1=CC=C(C=C1)C)=O